FC(F)(F)C1=CCCCC1 (trifluoromethyl)cyclohexen